1,7-dimethyl-3-(2-chloro-4-pyrimidyl)indole CN1C=C(C2=CC=CC(=C12)C)C1=NC(=NC=C1)Cl